8-(3,5-difluoro-2-(trifluoromethyl)phenyl)-7-fluoro-4-morpholino-N-(2,3,4a,8a-tetrahydro-4H-benzo[b][1,4]oxazin-4-yl)quinoline-3-carboxamide FC=1C(=C(C=C(C1)F)C=1C(=CC=C2C(=C(C=NC12)C(=O)NN1C2C(OCC1)C=CC=C2)N2CCOCC2)F)C(F)(F)F